3-{3-[3-(Diisobutylamino)propionylamino]propionylamino}propanoic acid C(C(C)C)N(CCC(=O)NCCC(=O)NCCC(=O)O)CC(C)C